C1(CCCCC1)P(C1=C(C(=CC=C1OC)OC)C1=C(C=C(C=C1C(C)C)C(C)C)C(C)C)C1CCCCC1 2-di-cyclohexylphosphino-3,6-diMethoxy-2',4',6'-triisopropyl-1,1'-biphenyl